N-[5-(hydroxymethyl)-3-pyridyl]-2-oxo-2-(2-phenyl-1-piperidyl)acetamide OCC=1C=C(C=NC1)NC(C(N1C(CCCC1)C1=CC=CC=C1)=O)=O